3-[(3-METHOXYPROPYL)(METHYL)AMINO]PROPANAL COCCCN(CCC=O)C